BrC1=CC=C(CSC2=C3CCCC(C3=CC=C2)NCC#C)C=C1 5-((4-bromobenzyl)thio)-N-(prop-2-yn-1-yl)-1,2,3,4-tetrahydronaphthalen-1-amine